tert-butyl (2R,5S)-4-(2-(chloromethyl)-5-(methyl-d3)-6-oxo-5,6-dihydroimidazo[1,2-b]pyridazin-8-yl)-2,5-diethylpiperazine-1-carboxylate ClCC=1N=C2N(N(C(C=C2N2C[C@H](N(C[C@@H]2CC)C(=O)OC(C)(C)C)CC)=O)C([2H])([2H])[2H])C1